The molecule is the S-oxide derivative of methionine. It is a biomarker of oxidative stress. It has a role as a biomarker and a human metabolite. CS(=O)CCC(C(=O)O)N